1-(2,3-dimethoxyphenyl)hexan-1-ol COC1=C(C=CC=C1OC)C(CCCCC)O